C(#N)CN1N=CC2=C(C=CC(=C12)F)NC(OC(C)(C)C)=O tert-butyl (1-(cyanomethyl)-7-fluoro-1H-indazol-4-yl)carbamate